C(C=C)(=O)N1CC2(C1)CCN(CC2)C2=NC=NC1=CC=C(C=C21)C=2C=C(C(=NC2)OC)NS(=O)(=O)C2=C(C=C(C=C2)F)F N-(5-(4-(2-propenoyl-2,7-diazaspiro[3.5]non-7-yl)quinazolin-6-yl)-2-methoxypyridin-3-yl)-2,4-difluorobenzenesulfonamide